methyl 1-(7-(3,4-dimethoxyphenyl)pyrazolo[1,5-a]pyrimidine-2-carbonyl)indoline-5-carboxylate COC=1C=C(C=CC1OC)C1=CC=NC=2N1N=C(C2)C(=O)N2CCC1=CC(=CC=C21)C(=O)OC